6-bromo-8-cyclopentyl-2-(5-phenylamino-pyridin-2-ylamino)-8H-pyrido[2,3-d]Pyrimidin-7-one BrC1=CC2=C(N=C(N=C2)NC2=NC=C(C=C2)NC2=CC=CC=C2)N(C1=O)C1CCCC1